CN1C2CC3(C(C3)C(=O)N[C@@H](CCCCCC(CC)=O)C=3NC(=CN3)C=3C=C4C=CC=NC4=CC3)CC1CC2 8-Methyl-N-[(1S)-7-oxo-1-(5-chinolin-6-yl-1H-imidazol-2-yl)nonyl]-8-azaspiro[bicyclo[3.2.1]octan-3,1'-cyclopropan]-2'-carboxamid